4-fluoro-1-methyl-2-(4-(methylsulfonyl)phenyl)-6-(1-(8-(tetrahydro-2H-pyran-4-yl)-8-azabicyclo[3.2.1]octan-3-yl)piperidin-4-yl)-1H-benzo[d]imidazole FC1=CC(=CC=2N(C(=NC21)C2=CC=C(C=C2)S(=O)(=O)C)C)C2CCN(CC2)C2CC1CCC(C2)N1C1CCOCC1